2-cyclopropoxy-N-(2,4-difluorophenyl)-3,4,5,6-tetrafluorobenzenesulfonamide C1(CC1)OC1=C(C(=C(C(=C1F)F)F)F)S(=O)(=O)NC1=C(C=C(C=C1)F)F